N-(6,8-Difluoro-4-(4,4,5,5-tetramethyl-1,3,2-dioxaborolan-2-yl)-5-((triisopropylsilyl)ethynyl)naphthalen-2-yl)-1,1-diphenylmethanimine FC=1C(=C2C(=CC(=CC2=C(C1)F)N=C(C1=CC=CC=C1)C1=CC=CC=C1)B1OC(C(O1)(C)C)(C)C)C#C[Si](C(C)C)(C(C)C)C(C)C